CN(C1CC2(NC3=C(NC2=O)C=NC2=C3C=CN2S(=O)(=O)C2=CC=CC=C2)CC1)C 3-(dimethylamino)-7'-(benzenesulfonyl)-4',7'-dihydrospiro[cyclopentane-1,2'-pyrrolo[3',2':5,6]pyrido[3,4-b]pyrazine]-3'(1'H)-one